N1(CCC1)C1=C(C=CC=C1)C=NC1=CC=C(C=C1)Br 1-(2-(azetidin-1-yl)phenyl)-N-(4-bromophenyl)methanimine